ethyl (E)-3-(4-bromo-2,5-dimethoxyphenyl)-2-nitroacrylate BrC1=CC(=C(C=C1OC)/C=C(\C(=O)OCC)/[N+](=O)[O-])OC